C[C@H]1CN(CCN1C1CCOCC1)CC1=CC=2N(C=C1)N=CC2N2C(NC(CC2)=O)=O (S)-1-(5-((3-methyl-4-(tetrahydro-2H-pyran-4-yl)piperazin-1-yl)methyl)pyrazolo[1,5-a]pyridin-3-yl)dihydropyrimidine-2,4(1H,3H)-dione